2-{3-[1-(2-{4-[3-(2-hydroxyphenyl)-5-methylthieno[2,3-c]pyridazin-6-yl]piperidin-1-yl}pyrimidin-5-yl)piperidin-4-yl]-1,2-oxazol-5-yl}-3-methylbutanoic acid OC1=C(C=CC=C1)C1=CC2=C(N=N1)SC(=C2C)C2CCN(CC2)C2=NC=C(C=N2)N2CCC(CC2)C2=NOC(=C2)C(C(=O)O)C(C)C